C(C=C)(=O)OCCCCCCCCCCCCCCCCCC[SiH2]C(Br)Br acryloyloxyoctadecyl-dibromomethylsilane